FC=1C=C(C=CC1)C=1C(=NN(C1C(=O)O)C=1SC(=C(N1)C1=CC=C(C=C1)C(F)(F)F)C1=CC=C(C=C1)NC(COC)=O)C 4-(3-fluorophenyl)-1-(5-(4-(2-methoxyacetamido)phenyl)-4-(4-(trifluoromethyl)phenyl)thiazol-2-yl)-3-methyl-1H-pyrazole-5-carboxylic acid